C1=NC(=C2C(=N1)N(C=N2)[C@H]3[C@@H]([C@@H]([C@H](O3)COP(=O)([O-])OP(=O)([O-])OC[C@@H]4[C@H]([C@H](C(O4)O)OC(=O)CCCC(=O)[O-])O)O)O)N The molecule is a nucleotide-sugar oxoanion arising from deprotonation of the carboxy and diphosphate groups of 2''-O-glutaryl-ADP-D-ribose; major species at pH 7.3. It is a conjugate base of a 2''-O-glutaryl-ADP-D-ribose.